4-iodo-1,3,8-trihydroxy-6-methyl-9,10-dihydro-anthracene-9,10-dione IC1=C(C=C(C=2C(C3=C(C=C(C=C3C(C12)=O)C)O)=O)O)O